CC1=C(C(=CC=C1)C)C1=C(C(=C(C=2C1=NSN2)C2=CC1=C(C=CS1)S2)OC2=CC=CC=C2)OC2=CC=CC=C2 (2,6-dimethylphenyl)thienothienyl-5,6-diphenoxy-2,1,3-benzothiadiazole